2-((((cis)-3-((Dimethylamino)methyl)cyclohexyl)thio)methyl)-8-methyl-quinazolin-4(3H)-one CN(C)C[C@H]1C[C@H](CCC1)SCC1=NC2=C(C=CC=C2C(N1)=O)C